ClC1=NC(=CC=N1)C 2-chloro-6-methylpyrimidin